BrC=1C(=NOC1C)C(=O)O 4-bromo-5-methyl-isoxazole-3-carboxylic acid